CS(=O)(=O)N[C@@H](C(C)C)C(=O)N N2-(methylsulfonyl)valinamide